FC(C(=O)O)(F)F.N1=CN=C(C2=C1NC=C2)C=2C=NN(C2)C(CC#N)C2=CSC=C2 3-[4-(7H-pyrrolo[2,3-d]pyrimidin-4-yl)-1H-pyrazol-1-yl]-3-(3-thienyl)propanenitrile trifluoroacetate